C(C1=CC=CC=C1)NC=C 2-(benzyl-amino)ethaneN